bis[4-(2-(pyridyl)ethoxy)phenyl]naphthoporphin tetrabromide [Br-].[Br-].[Br-].[Br-].N1=C(C=CC=C1)CCOC1=CC=C(C=C1)N1C=2C=CC1=CC=1C=CC(=CC3=CC=C(N3C3=CC=C(C=C3)OCCC3=NC=CC=C3)C=C3C4=C(C(C2)=N3)C3=CC=CC=C3C=C4)N1